C(C)N1C2=C([C@@H]([C@@H](C1=O)NC(C1=CC(=CC=C1)C(F)(F)F)=O)C1=CC=C(C=C1)F)C(=NN2C2=CC=CC=C2)[C@@H](C)N(C#N)CSC N-((4S,5S)-7-ethyl-4-(4-fluorophenyl)-3-((R)-1-(N-((methylthio)methyl)cyanamido)ethyl)-6-oxo-1-phenyl-4,5,6,7-tetrahydro-1H-pyrazolo[3,4-b]pyridin-5-yl)-3-(trifluoromethyl)benzamide